(E)-4-(dimethylamino)-1-(3-(5-(methoxymethyl)thiophene-2-carbonyl)-3,6-diazabicyclo[3.1.1]heptan-6-yl)but-2-en-1-one CN(C/C=C/C(=O)N1C2CN(CC1C2)C(=O)C=2SC(=CC2)COC)C